FC([C@H]1CC=2C=3C(=N[C@H](C4=NC=C(N4C3SC2C1)CO)C)C1=C(C=CC=C1F)F)F (-)-[(7S,13S)-13-(difluoromethyl)-9-(2,6-difluorophenyl)-7-methyl-16-thia-2,5,8-triazatetracyclo[8.6.0.02,6.011,15]hexadeca-1(10),3,5,8,11(15)-pentaen-3-yl]methanol